(E)-N'-(3-(2-(dimethylamino)ethoxy)-5-methoxybenzylidene)-6-(4-ethoxyphenyl)pyrazine-2-carbohydrazide CN(CCOC=1C=C(\C=N\NC(=O)C2=NC(=CN=C2)C2=CC=C(C=C2)OCC)C=C(C1)OC)C